2-bromo-6,7-dicyclopropyl-6,7-dihydro-5H-pyrazolo[1,5-a]pyrazin-4-one BrC1=NN2C(C(NC(C2C2CC2)C2CC2)=O)=C1